9-(4-Acetylpiperazin-1-yl)-8-(trifluoromethyl)pyrido[2,3-b]phenazin-5,12-dion C(C)(=O)N1CCN(CC1)C1=C(C=C2N=C3C(C4=C(C(C3=NC2=C1)=O)N=CC=C4)=O)C(F)(F)F